BrC1=CSC2=C1NC=NC2=O 7-bromothieno[3,2-D]Pyrimidine-4(1H)-one